COC1=CC=C(C=C1)NN 4-methoxy-phenylhydrazine